(R)-4-cyclopropyl-N-(4-fluoro-3-methylphenyl)-1,2-dimethyl-5-(2-oxo-2-((1,1,1-trifluoropropan-2-yl)amino)acetyl)-1H-pyrrole-3-carboxamide C1(CC1)C=1C(=C(N(C1C(C(N[C@@H](C(F)(F)F)C)=O)=O)C)C)C(=O)NC1=CC(=C(C=C1)F)C